3-ethyl-1,1,2-trimethyl-1H-benzo[e]indole iodide [I-].C(C)N1C(C(C=2C3=C(C=CC12)C=CC=C3)(C)C)C